((S)-4-(6-(6-ethynyl-4-methylpyridin-3-yl)-4,7-dimethyl-7H-pyrrolo[2,3-d]pyrimidin-5-yl)cyclohex-3-enyl)(pyrrolidin-1-yl)methanone C(#C)C1=CC(=C(C=N1)C1=C(C2=C(N=CN=C2C)N1C)C1=CC[C@H](CC1)C(=O)N1CCCC1)C